FC1=CC=C(C=C1)C(N1C[C@@H](N(C[C@H]1C)C1=CC(N(C=2C=CC(=NC12)C#N)C)=O)C)C1=NC=NO1 8-[(2s,5r)-4-[(4-fluorophenyl)(1,2,4-oxadiazol-5-yl)methyl]-2,5-dimethylpiperazin-1-yl]-5-methyl-6-oxo-5,6-dihydro-1,5-naphthyridine-2-carbonitrile